CC([C@@H]([C@H]1O[C@@H]([C@@H]([C@H]([C@H]1O)O)O)SC)NC(=O)[C@H]1NCC[C@H](C1)CCC)C (2S,4R)-N-[(1S)-2-methyl-1-[(2R,3R,4S,5R,6R)-3,4,5-trihydroxy-6-methylsulfanyloxan-2-yl]propyl]-4-propylpiperidine-2-carboxamide